7-(methylcarbamoyl)-1-[[2-(trimethylsilyl)ethoxy]methyl]indol-3-ylboronic acid CNC(=O)C=1C=CC=C2C(=CN(C12)COCC[Si](C)(C)C)B(O)O